[Au].[Co] Cobalt-gold